2-(1,1-dioxidothiomorpholino)quinoline-6-carbaldehyde O=S1(CCN(CC1)C1=NC2=CC=C(C=C2C=C1)C=O)=O